NN(C(OC(C)(C)C)=O)C=1C=CC2=C(C=NO2)C1 tert-butyl aminobenzo[d]isoxazol-5-ylcarbamate